chloro-5-(oxetan-3-yloxy)pyridazine ClC=1N=NC=C(C1)OC1COC1